O[Co]=O hydroxycobalt oxide